3-(5-bromo-2H-spiro[benzofuran-3,1'-cyclobutan]-6-yl)-5,5-dimethyl-1-((2-oxo-2,3-dihydro-1H-pyrrolo[2,3-b]pyridin-4-yl)methyl)imidazolidine-2,4-dione BrC=1C(=CC2=C(C1)C1(CCC1)CO2)N2C(N(C(C2=O)(C)C)CC2=C1C(=NC=C2)NC(C1)=O)=O